6-[1-(2-fluoro-4-nitro-phenyl)-4-piperidyl]-2-[5-(4,4,5,5-tetramethyl-1,3,2-dioxaborolan-2-yl)pyrimidin-2-yl]-2-azaspiro[3.3]heptane FC1=C(C=CC(=C1)[N+](=O)[O-])N1CCC(CC1)C1CC2(CN(C2)C2=NC=C(C=N2)B2OC(C(O2)(C)C)(C)C)C1